7-(1-hydroxy-6-methoxy-3,4-dihydro-2,1-benzoxaborole-7-yl)cinnoline-4-amine trifluoroacetate FC(C(=O)O)(F)F.OB1OCC2C1=C(C(=CC2)OC)C2=CC=C1C(=CN=NC1=C2)N